(2R,6R)-N-{2-benzyl-2-azaspiro[3.3]heptan-6-yl}-4-(6-fluoroquinoxalin-2-yl)-2,6-dimethylpiperazine-1-carboxamide C(C1=CC=CC=C1)N1CC2(C1)CC(C2)NC(=O)N2[C@@H](CN(C[C@H]2C)C2=NC1=CC=C(C=C1N=C2)F)C